COC(C1CCN(CC1)C1=CC(=C(C=C1)C1=C(CCCC=2C=3C(=NN(C3C=CC21)C2OCCCC2)F)CC(F)(F)F)OC)OC 6-(4-(4-(dimethoxymethyl)piperidin-1-yl)-2-methoxyphenyl)-1-fluoro-3-(tetrahydro-2H-pyran-2-yl)-7-(2,2,2-trifluoroethyl)-3,8,9,10-tetrahydrocyclohepta[e]indazole